FC(C=1C=C(C=C(C1)C(F)(F)F)[C@H]([C@H](C)NCC1=C(C=CC(=C1)C(F)(F)F)C1=CC(=C(C=C1OC)C)OCCCC(=O)OC(C)C)O)(F)F isopropyl 4-((2'-((((1R,2S)-1-(3,5-bis(trifluoromethyl)phenyl)-1-hydroxypropan-2-yl)amino) methyl)-6-methoxy-4-methyl-4'-(trifluoromethyl)-[1,1'-biphenyl]-3-yl)oxy)butanoate